N-(4-((3S,5R)-3-amino-5-methylpiperidin-1-yl)pyridin-3-yl)-2,2',6,6'-tetrafluoro-4'-(piperidin-1-yl)-[1,1'-biphenyl]-3-carboxamide dihydrochloride Cl.Cl.N[C@@H]1CN(C[C@@H](C1)C)C1=C(C=NC=C1)NC(=O)C=1C(=C(C(=CC1)F)C1=C(C=C(C=C1F)N1CCCCC1)F)F